7-(2,3,3-trifluorobutan-2-yl)pyrrolo[2,1-f][1,2,4]triazine-6-carbonitrile FC(C)(C(C)(F)F)C1=C(C=C2C=NC=NN21)C#N